2-chloro-4,6-bis((4-methoxybenzyl)oxy)-1,3,5-triazine ClC1=NC(=NC(=N1)OCC1=CC=C(C=C1)OC)OCC1=CC=C(C=C1)OC